COC1=CC=C(C(=O)O)C=C1.C(C=CC1=CC=CC=C1)=O cinnamaldehyde para-methoxybenzoate